2-(Pyridin-3-yl)benzyl 5-acetyl-2,6-dimethyl-4-(thieno[2,3-b]pyridin-3-yl)-1,4-dihydropyridin-3-carboxylat C(C)(=O)C=1C(C(=C(NC1C)C)C(=O)OCC1=C(C=CC=C1)C=1C=NC=CC1)C1=CSC2=NC=CC=C21